C(C)OC(=O)C1=CN=C(O1)C=1C=NC(=NC1)C 2-(2-methylpyrimidin-5-yl)oxazole-5-carboxylic acid ethyl ester